C(C)(C)(C)OC(=O)N[C@H]1CSC2=C(NC1=O)C=C(C=C2)C2=NN=C(O2)C2(CN(CCC2)C(=O)OCC2=CC=CC=C2)F benzyl 3-[5-[(3R)-3-(tert-butoxycarbonylamino)-4-oxo-3,5-dihydro-2H-1,5-benzothiazepin-7-yl]-1,3,4-oxadiazol-2-yl]-3-fluoro-piperidine-1-carboxylate